(R)-benzyl 4-(1-(5-(4-(trifluoromethyl)phenoxy)-2-naphthamido)ethyl)piperidine-carboxylate FC(C1=CC=C(OC2=C3C=CC(=CC3=CC=C2)C(=O)N[C@H](C)C2CCN(CC2)C(=O)OCC2=CC=CC=C2)C=C1)(F)F